ClC1=C(C(=O)NC2=CC=C(C=C2)C2=NN(C(=C2)NS(=O)(=O)C2=CC=CC=C2)C)C=CC=C1 2-Chloro-N-(4-(1-methyl-5-(phenylsulfonamido)-1H-pyrazol-3-yl)phenyl)benzamide